CC(C)[C@@H](C(=O)N1CCC[C@H]1C2=NC=C(N2)C3=CC4=C(C=C3)N5[C@@H](OC6=C(C5=C4)C=CC(=C6)C7=CN=C(N7)[C@@H]8CCCN8C(=O)[C@H](C(C)C)NC(=O)OC)C9=CC=CC=C9)NC(=O)OC The molecule is a complex organic heterotetracyclic compound that is a hepatitis C virus nonstructural protein 5A inhibitor used in combination with grazoprevir (under the brand name Zepatier) for treatment of chronic HCV genotypes 1 or 4 infection in adults. It has a role as an antiviral drug, a hepatoprotective agent and a hepatitis C virus nonstructural protein 5A inhibitor. It is a L-valine derivative, a member of imidazoles, a carbamate ester, a N-acylpyrrolidine, an organic heterotetracyclic compound and a ring assembly.